4-[5-(3,4-dihydro-2H-chromen-6-yl)thiophen-2-yl]methyl-2,4-dihydro-3H-1,2,4-triazol-3-one hydrochloride Cl.O1CCCC2=CC(=CC=C12)C1=CC=C(S1)CN1C(NN=C1)=O